ClC1=C2N(C(C(=N1)NC1(CC1)C=1C=C(C=CC1)C)=O)[C@@H](CC2)C(=O)OCC2=CC=CC=C2 Benzyl (S)-1-chloro-4-oxo-3-((1-(m-tolyl)cyclopropyl)amino)-4,6,7,8-tetrahydropyrrolo[1,2-a]pyrazine-6-carboxylate